ClC1=C(C=CC=2N(N=NC21)C)C(CC(=O)OCC)C=2C=C1CCCC1=C(C2)CN2S(C1=C(O[C@@H](C2)C)C=CC=C1)(=O)=O ethyl 3-(4-chloro-1-methyl-1H-benzotriazol-5-yl)-3-(7-{[(4R)-4-methyl-1,1-dioxido-3,4-dihydro-2H-5,1,2-benzoxathiazepin-2-yl]methyl}-2,3-dihydro-1H-inden-5-yl)propanoate